FC1(C2=CC=CC=C2C=2C=C(C=CC12)C(=O)NCC(=O)N1[C@@H](C[C@H](C1)S(=O)(=O)C(C)C)C(=O)OC)F methyl (2S,4R)-1-((9,9-difluoro-9H-fluorene-3-carbonyl)glycyl)-4-(isopropylsulfonyl)pyrrolidine-2-carboxylate